5-[7-methanesulfonyl-2-(morpholin-4-yl)-5H,6H,7H-pyrrolo[2,3-d]pyrimidin-4-yl]pyrimidin-2-amine CS(=O)(=O)N1CCC2=C1N=C(N=C2C=2C=NC(=NC2)N)N2CCOCC2